mannitol phenylpyruvate C1(=CC=CC=C1)CC(C(=O)O)=O.C([C@@H](O)[C@@H](O)[C@H](O)[C@H](O)CO)O